COC1=C(C=C(C=N1)C1=CC=C2C(=NNC2=C1)C(=O)NC)C(NCC1=NC=CC(=C1)C(F)(F)F)=O 6-[6-methoxy-5-({[4-(trifluoro-methyl)pyridin-2-yl]methyl}-carbamoyl)pyridin-3-yl]-N-methyl-1H-indazole-3-carboxamide